ClC1=CC=C(C=C1)N1C(=NC=2NC(N(C(C12)=O)CC(=O)OCC)=O)C1=C(C=C(C=C1)F)F ethyl 2-[7-(4-chlorophenyl)-8-(2,4-difluorophenyl)-2,6-dioxo-3H-purin-1-yl]acetate